C(CCCCCCCCC)(=O)[O-].[Nd+3].C(CCCCCCCCC)(=O)[O-].C(CCCCCCCCC)(=O)[O-] neodymium n-decanoate